phthaloyl-valyl-succinimide C(C=1C(C(=O)O)=CC=CC1)(=O)N[C@@H](C(C)C)C(=O)C1C(=O)NC(C1)=O